NC=1C=C(C=C2C=C(N=NC12)NC(=O)N1CCCC1)C=1C=NC=CC1CC N-[8-Amino-6-(4-ethyl-3-pyridyl)cinnolin-3-yl]pyrrolidine-1-carboxamide